C1(CC1)OC1=C(SC=C1)CNCC[C@]1(CCOC2(CCCC2)C1)C1=NC=CC=C1 (R)-N-((3-Cyclopropoxythiophen-2-yl)methyl)-2-(9-(pyridin-2-yl)-6-oxaspiro[4.5]decan-9-yl)ethylamine